ClC=1C=C(C=NC1N1N=CC=N1)N 5-chloro-6-(2H-1,2,3-triazole-2-yl)pyridin-3-amine